C1(CC1)NC(CCC=1OC(=C(N1)C1=CC=CC=C1)C1=CC=CC=C1)=O N-cyclopropyl-3-(4,5-diphenyloxazol-2-yl)propanamide